[F-].[NH2+]=C(O)N uronium fluoride